4-fluorobenzenepropanol tert-Butyl-5-methylene-5,6,9,10-tetrahydro-4H-isoxazolo[5,4-c]pyrido[4',3':3,4]-pyrazolo[1,5-a]azepine-11(12H)-carboxylate C(C)(C)(C)C1=NOC=2C=3N(CC(CC21)=C)N=C2C3CN(CC2)C(=O)OCCCC2=CC=C(C=C2)F